BrC=1C(=C2C(=NN(C2=CC1)C1OCCCC1)C1=CC(=NC=C1)C)F 5-bromo-4-fluoro-3-(2-methylpyridin-4-yl)-1-(tetrahydro-2H-pyran-2-yl)-1H-indazole